2-amino-5-bromo-N-(2-(3-methyl-3-((tetrahydro-2H-pyran-2-yl)oxy)but-1-yn-1-yl)pyridin-4-yl)nicotinamide NC1=C(C(=O)NC2=CC(=NC=C2)C#CC(C)(OC2OCCCC2)C)C=C(C=N1)Br